6-chloro-4-[3-(6-methyl-3-pyridyl)-7,8-dihydro-5H-1,6-naphthyridin-6-yl]quinazoline ClC=1C=C2C(=NC=NC2=CC1)N1CC=2C=C(C=NC2CC1)C=1C=NC(=CC1)C